N1=C(C=C2N1C=CC=C2)[C@@H]2N(CCC1=C2N=CN1)C(=O)C=1OC(=NN1)C1=NC=CC(=C1)C(F)(F)F (R)-(4-(pyrazolo[1,5-a]pyridin-2-yl)-6,7-dihydro-1H-imidazo[4,5-c]pyridin-5(4H)-yl)(5-(4-(trifluoromethyl)pyridin-2-yl)-1,3,4-oxadiazol-2-yl)methanone